(p-difluoromethoxyphenyl)[1-(5-mesyl-2-pyrimidinyl)-4-piperidyl][4-(2H3)methoxy-3-pyridyl]amine FC(OC1=CC=C(C=C1)N(C=1C=NC=CC1OC([2H])([2H])[2H])C1CCN(CC1)C1=NC=C(C=N1)S(=O)(=O)C)F